2,3,9,10,11,12-hexahydro-10-(hydroxymethyl)-10-hydroxy-9-methyl-9,12-epoxy-1H-diindolo[1,2,3-fg:3',2',1'-kl]pyrrolo[3,4-i][1,6]benzodiazocin-1-one OCC1(CC2N3C=4C=5N(C1(O2)C)C2=CC=CC=C2C5C5=C(C4C=4C=CC=CC43)C(NC5)=O)O